tert-butyl (1-(3-(4,4,5,5-tetramethyl-1,3,2-dioxaborolan-2-yl)-1H-pyrazol-1-yl)propan-2-yl)carbamate CC1(OB(OC1(C)C)C1=NN(C=C1)CC(C)NC(OC(C)(C)C)=O)C